CCCCCCCCCCC\C=C\C (E)-12-tetradecene